(E)-N-(2-methoxy-5-(4-(1-(4-oxopent-2-enoyl)-1,2,3,6-tetrahydropyridin-4-yl)quinazolin-6-yl)pyridin-3-yl)-2,4-dimethylthiazole-5-sulfonamide COC1=NC=C(C=C1NS(=O)(=O)C1=C(N=C(S1)C)C)C=1C=C2C(=NC=NC2=CC1)C=1CCN(CC1)C(\C=C\C(C)=O)=O